C=CCO[C@@]1(C[C@H]([C@H]([C@H](O1)[C@@H](CO)O)O)OP(=O)(O)O)C(=O)O The molecule is the 1-O-allyl-4-phospho derivative of 3-deoxy-alpha-D-manno-oct-2-ulopyranosonic acid. It is an aldooctose phosphate, a monocarboxylic acid and a carbohydrate acid derivative. It derives from a 3-deoxy-alpha-D-manno-oct-2-ulopyranosonic acid.